CC1(CC1)N1C(C2=C(C=C1)C(=CN2)C2=NC(=NC=C2C(F)(F)F)NC2CNCCC2)=O 6-(1-methylcyclopropyl)-3-{2-[(piperidin-3-yl)amino]-5-(trifluoromethyl)pyrimidin-4-yl}-1H,6H,7H-pyrrolo[2,3-c]pyridin-7-one